3-(1-methanesulfonylethyl)-1,2,4-thiadiazole-5-carboxylic acid CS(=O)(=O)C(C)C1=NSC(=N1)C(=O)O